ClC=1C=C(C=CC1OCC1=NC=CC=C1)NC1=NC=NC2=CC=C(C(=C12)OC)NC(\C=C\[C@@H]1N(CCC1)C(C)C)=O (R,E)-N-(4-((3-Chloro-4-(pyridin-2-ylmethoxy)phenyl)amino)-5-methoxyquinazoline-6-yl)-3-(1-isopropylpyrrolidin-2-yl)acrylamide